ClC1=NC=C(C(=N1)N1C=C(C(=C1)C)C=O)F 1-(2-chloro-5-fluoropyrimidin-4-yl)-4-methyl-1H-pyrrole-3-carbaldehyde